tetrahydropyrrol-3-ol N1CC(CC1)O